N-(4,6-Dimethyl-2-morpholin-4-yl-pyrimidin-5-yl)-2-(4-fluoro-phenyl)-acetamide CC1=NC(=NC(=C1NC(CC1=CC=C(C=C1)F)=O)C)N1CCOCC1